C1NCC12OCCC2 5-oxa-2-aza-spiro[3.4]-octane